ClC=1N=C(C2=C(N1)C(=C(N=C2)Cl)F)N(C)CC2CN(C2)C(=O)OC(C)(C)C tert-butyl 3-[[(2,7-dichloro-8-fluoro-pyrido[4,3-d]pyrimidin-4-yl)-methyl-amino]methyl]azetidine-1-carboxylate